methyl (3-bromo-7-(butylamino)-1-(5-cyano-2-methoxybenzyl)-1H-pyrazolo[4,3-d]pyrimidin-5-yl)carbamate BrC1=NN(C2=C1N=C(N=C2NCCCC)NC(OC)=O)CC2=C(C=CC(=C2)C#N)OC